C12(CC(C1)C2)N2N=CC(=C2)C=2N=C(C=1N(C2)N=CC1F)N1C([C@]([C@@H](C1)C)(C#N)C1CC1)=O (3R,4S)-1-[6-[1-(1-bicyclo[1.1.1]pentanyl)pyrazol-4-yl]-3-fluoropyrazolo[1,5-a]pyrazin-4-yl]-3-cyclopropyl-4-methyl-2-oxopyrrolidine-3-carbonitrile